C1(=CC=CC=C1)[Te]C(=C(F)F)Cl 1-Chlorodifluorovinyl Phenyl Telluride